C(CS)(=O)[O-] thioglycolate